NC1CCC(CC1)C=1C(=NOC1C1CC1)C1=NN(C2=NC=NC(=C21)N)C(C)C [4-(4-aminocyclohexyl)-5-cyclopropyl-1,2-oxazol-3-yl]-1-(propan-2-yl)-1H-pyrazolo[3,4-d]pyrimidin-4-amine